2-(3,4-dimethoxyphenethyl)-N4-(2-(dimethylamino)ethyl)-N6-pyridin-4-ylmethyl-1,3,5-triazine-2,4,6-triamine COC=1C=C(CCC2(NC(=NC(=N2)NCCN(C)C)NCC2=CC=NC=C2)N)C=CC1OC